(2S,6r)-4-(11-chloro-6-oxo-3-(pyrimidin-2-yl)-10-(trifluoromethyl)-3,4-dihydro-2h,6h-[1,4]thiazepino[2,3,4-ij]quinazolin-8-yl)-2,6-dimethylpiperazine-1-carboxylic acid tert-butyl ester C(C)(C)(C)OC(=O)N1[C@H](CN(C[C@H]1C)C1=NC(N2C3=C(C(=C(C=C13)C(F)(F)F)Cl)SCC(C2)C2=NC=CC=N2)=O)C